Cl.Cl.ClC1=C(C2=C(SC3=C2N=CN=C3NCC3=CC=C(C=C3)N3C=NC=C3)N=C1C)C 8-chloro-N-[(4-imidazol-1-ylphenyl)methyl]-7,9-dimethyl-pyrido[3',2':4,5]thieno[3,2-d]pyrimidin-4-amine dihydrochloride